[2H]C([2H])([2H])C([2H])([2H])C([2H])([2H])C([2H])([2H])C([2H])([2H])C([2H])([2H])C([2H])([2H])C([2H])([2H])C([2H])([2H])C([2H])([2H])[2H] decane-D22